FC=1C=C(CCOC2=NC(N3C(N4[C@@]5(CO[C@H](C4)C5)C3)=C2)=O)C=CC1F (3S,11aR)-7-(3,4-difluorophenethoxy)-3,4-dihydro-1H,9H,11H-3,11a-methano-pyrimido[6',1':2,3]imidazo[5,1-c][1,4]oxazin-9-one